8-[(2S,5R)-4-[(4-fluorophenyl)(1-methyl-1H-imidazol-4-yl)methyl]-2,5-dimethylpiperazin-1-yl]-5-methyl-6-oxo-5,6-dihydro-1,5-naphthyridine-2-carbonitrile FC1=CC=C(C=C1)C(N1C[C@@H](N(C[C@H]1C)C1=CC(N(C=2C=CC(=NC12)C#N)C)=O)C)C=1N=CN(C1)C